CC(C)OC1=C(C=CC(=N1)NC=1C=2N(N=CC1)C(=CN2)C#N)C(=O)N2CCCC2 8-{[6-(propan-2-yloxy)-5-(pyrrolidine-1-carbonyl)pyridin-2-yl]amino}imidazo[1,2-b]pyridazine-3-carbonitrile